trans-tert-butyl (4-((5-fluoro-4-(3-(2-oxo-1,3-oxazinan-3-yl)phenyl)pyrimidin-2-yl)amino)cyclohexyl)carbamate FC=1C(=NC(=NC1)N[C@@H]1CC[C@H](CC1)NC(OC(C)(C)C)=O)C1=CC(=CC=C1)N1C(OCCC1)=O